2-isopropyl-5,5-dimethylcyclohexancarboxamid C(C)(C)C1C(CC(CC1)(C)C)C(=O)N